N1N=C(C=C1)CN1C(C2=CC=C(C=C2C=N1)S(=O)(=O)C1=NC=CC=C1)=O 2-((1H-pyrazol-3-yl)methyl)-6-(pyridin-2-ylsulfonyl)phthalazin-1(2H)-one